ethyl 2-[3-(tert-butoxycarbonylamino) propionyl-methyl-amino]-4-methyl-thiazole-5-carboxylate C(C)(C)(C)OC(=O)NCCC(=O)N(C=1SC(=C(N1)C)C(=O)OCC)C